(1R,5R)-N-(4-(1-(cyclopropylmethyl)-3-phenyl-1H-pyrazol-4-yl)-7-methoxypyrido[3,2-d]pyrimidin-6-yl)-3-methyl-3-azabicyclo[3.1.0]hexane-1-carboxamide C1(CC1)CN1N=C(C(=C1)C=1C2=C(N=CN1)C=C(C(=N2)NC(=O)[C@]21CN(C[C@@H]1C2)C)OC)C2=CC=CC=C2